3-(4-((((1r,4r)-4-aminocyclohexyl)methyl)(pentyl)amino)-1-oxoisoindolin-2-yl)piperidine-2,6-dione NC1CCC(CC1)CN(C1=C2CN(C(C2=CC=C1)=O)C1C(NC(CC1)=O)=O)CCCCC